BrC=1C=C(C=CC1)S(=O)(=O)CC(C)O 1-((3-bromophenyl)sulfonyl)propan-2-ol